OC1CN(C1)CC#CC=1C=CC(=C(C(=O)O)C1)C 5-(3-(3-hydroxyazetidin-1-yl)prop-1-yn-1-yl)-2-methylbenzoic acid